C(C)(C)(C)OC(N(C)C1=NC(=CC2=C1C(NN=C2CO)=O)C=2C=NN(C2C2=C(C(=CC(=C2C#N)OC2CC2)Cl)F)C)=O (7-(5-(3-Chloro-6-cyano-5-cyclopropyloxy-2-fluorophenyl)-1-methyl-1H-pyrazol-4-yl)-1-(hydroxymethyl)-4-oxo-3,4-dihydropyrido[3,4-d]pyridazin-5-yl)(methyl)carbamic acid tert-butyl ester